NC1=CC=C(C=C1)S(=O)(=O)C1(N(CCNC1)C(C1=CC(=C(C(=C1)OCC1=CC=CC=C1)OCC1=CC=CC=C1)OCC1=CC=CC=C1)=O)C(=O)O ((4-aminophenyl)sulfonyl)-1-(3,4,5-tris(benzyloxy)benzoyl)piperazine-2-carboxylic acid